dibromo-5,5'-di-tert-butylbiphenyl BrC=1C(=C(C=C(C1)C(C)(C)C)C1=CC=CC(=C1)C(C)(C)C)Br